tetrahydropyrimidine-2(1H)-one N1C(NCCC1)=O